NC1=CC=C(N=N1)C1=CC=C(C=C1)O 4-(6-aminopyridazin-3-yl)phenol